ClC1=C(C=CC=C1)[C@H](C(C)C)NC1=CC(=C(C(=O)N[C@H](C)\C=C\S(=O)(=O)C)C=C1F)F 4-(((S)-1-(2-chlorophenyl)-2-methylpropyl)amino)-2,5-difluoro-N-((R,E)-4-(methylsulfonyl)but-3-en-2-yl)benzamide